rac-(2r,5r)-5-(4-bromophenyl)-2-methylmorpholine BrC1=CC=C(C=C1)[C@@H]1CO[C@@H](CN1)C |r|